((1-acetylaminocyclopropanecarbonylamino)amino)piperidin-1-carboxylate C(C)(=O)NC1(CC1)C(=O)NNC1N(CCCC1)C(=O)[O-]